9-(difluoromethyl)-3-methyl-1-((4-oxocyclohexyl)methyl)-1H-purine-2,6(3h,7h)-dione FC(N1C=2N(C(N(C(C2NC1)=O)CC1CCC(CC1)=O)=O)C)F